C(#N)[C@H]1N(CCC1)C(CN1C[C@H](CC1)NC(=O)C1=NC=CC2=CC=CC=C12)=O N-((S)-1-(2-((S)-2-cyanopyrrolidin-1-yl)-2-oxoethyl)pyrrolidin-3-yl)isoquinoline-1-carboxamide